BrC1=CC=C2CC3(CCCCC3)C(OC2=C1)=O 7-Bromospiro[chromane-3,1'-cyclohexane]-2-one